di(prop-2-en-1-yl)-1,3-propanediamine C(C=C)C(CN)(CN)CC=C